3-(3,4-dihydroxy-5-nitrobenzyliden)-2,4-pentandion OC=1C=C(C=C(C(C)=O)C(C)=O)C=C(C1O)[N+](=O)[O-]